4-(4-Chlorobenzylthio)-2-aminobutanoic acid ClC1=CC=C(CSCCC(C(=O)O)N)C=C1